tin(IV) bromide [Sn](Br)(Br)(Br)Br